γ-ureidopropyl-trimethoxysilane N(C(=O)N)CCC[Si](OC)(OC)OC